FC(C=1C(=CN(C(C1)=O)C)C(=O)NC1=C(C=C(C(=C1)C1=CC(=C(C=C1)N1CCOCC1)F)F)N1C[C@H](N([C@H](C1)C)C)C)F |r| 4-(difluoromethyl)-N-[4-fluoro-5-(3-fluoro-4-morpholin-4-ylphenyl)-2-[rac-(3R,5S)-3,4,5-trimethylpiperazin-1-yl]phenyl]-1-methyl-6-oxopyridine-3-carboxamide